ClC=1N=C2C(=C(C(N(C2=CC1)C)=O)C#N)N1CCN(CC1)C(C1=CC=CC=C1)C1=C(C=CC=C1)O 6-Chloro-4-(4-((2-hydroxyphenyl)(phenyl)methyl)piperazin-1-yl)-1-methyl-2-oxo-1,2-dihydro-1,5-naphthyridin-3-carbonitril